NC1=CC(=C(C=N1)C1CCN(CC1)C(=O)C1=NC=C(C(=C1)OC)OCC1=CC=C(C=C1)F)OC (6-Amino-4-methoxy-3',4',5',6'-tetrahydro-2'H-[3,4']bipyridinyl-1'-yl)-[5-(4-fluoro-benzyloxy)-4-methoxy-pyridin-2-yl]-methanone